methyl (R)-4-cyano-2-(((3-methyl-2,6-dioxopiperidin-3-yl)amino)methyl)benzoate C(#N)C1=CC(=C(C(=O)OC)C=C1)CN[C@]1(C(NC(CC1)=O)=O)C